2-(3-bromophenyl)acetamide BrC=1C=C(C=CC1)CC(=O)N